8-(3-(benzyloxy)-2,6-dimethylphenyl)-N-(2,4-dimethoxybenzyl)-6-fluoropyrido[3,4-d]pyrimidin-4-amine C(C1=CC=CC=C1)OC=1C(=C(C(=CC1)C)C1=NC(=CC2=C1N=CN=C2NCC2=C(C=C(C=C2)OC)OC)F)C